(R)-1-(3-chloropyridin-2-yl)-2,2,2-trifluoroethan-1-amine hydrochloride Cl.ClC=1C(=NC=CC1)[C@H](C(F)(F)F)N